tert-butyl N-{1-[3-bromo-5-(4-fluoro-1H-1,3-benzodiazol-2-yl)pyridin-4-yl]-3-methylpyrrolidin-3-yl}carbamate BrC=1C=NC=C(C1N1CC(CC1)(C)NC(OC(C)(C)C)=O)C1=NC2=C(N1)C=CC=C2F